caprylyl isostearate C(CCCCCCCCCCCCCCC(C)C)(=O)OC(CCCCCCC)=O